N-(3-(1-(cyanomethyl)azetidin-3-yl)-1H-pyrazolo[4,3-c]pyridin-6-yl)acetamide C(#N)CN1CC(C1)C1=NNC2=C1C=NC(=C2)NC(C)=O